(S)-2-((5-cyanopyrimidin-2-yl)amino)-4-((2-((2-methylpyridin-3-yl)oxy)ethyl)(4-(5,6,7,8-tetrahydro-1,8-naphthyridin-2-yl)butyl)amino)butanoic acid C(#N)C=1C=NC(=NC1)N[C@H](C(=O)O)CCN(CCCCC1=NC=2NCCCC2C=C1)CCOC=1C(=NC=CC1)C